Pyrazolo[1,5-a][1,3,5]triazine N=1C=2N(C=NC1)N=CC2